1-[4-(1,3-benzoxazol-2-yl)bicyclo[2.2.2]octan-1-yl]methanamine O1C(=NC2=C1C=CC=C2)C21CCC(CC2)(CC1)CN